6-[5-fluoro-4-(1-methylpyrazol-4-yl)-1H-indazol-7-yl]-N-methyl-N-(2,2,6,6-tetramethylpiperidin-4-yl)pyridazin-3-amine FC=1C(=C2C=NNC2=C(C1)C1=CC=C(N=N1)N(C1CC(NC(C1)(C)C)(C)C)C)C=1C=NN(C1)C